Methyl (R,E)-2-(2-methoxy-6-(triisopropylsilyl)hex-3-en-5-yn-1-yl)oxazole-4-carboxylate CO[C@H](CC=1OC=C(N1)C(=O)OC)\C=C\C#C[Si](C(C)C)(C(C)C)C(C)C